C(C)(C)C=1C(=C(C(=C(C(C)C)C(C)C)C(C)C)C=CC1S(=O)(=O)[O-])C(C)C penta-isopropyl-4-styrenesulfonate